methyl 2-((2-(((tert-butoxy-carbonyl)(2-(6-methoxy-3-nitropyridin-2-yl)ethyl)amino)methyl)-3,4-difluorophenyl)-amino)-4,5-difluorobenzoate C(C)(C)(C)OC(=O)N(CCC1=NC(=CC=C1[N+](=O)[O-])OC)CC1=C(C=CC(=C1F)F)NC1=C(C(=O)OC)C=C(C(=C1)F)F